CN(/C=C/C(=O)C1CC2(CN(C2)C(=O)OC(C)(C)C)C1)C tert-butyl (E)-6-(3-(dimethylamino) acryloyl)-2-azaspiro[3.3]heptane-2-carboxylate